Cl.[N+](=O)([O-])C=1C=C(C=C(C1)C(F)(F)F)[C@@H](C)N |r| (R/S)-1-(3-nitro-5-(trifluoromethyl)phenyl)ethan-1-amine hydrochloride